1-((5-(1-((t-butoxycarbonyl) amino) ethyl)-2-(3-(cyclopropylmethoxy)-4-(difluoromethoxy) phenyl) oxazol-4-yl) methyl)-2-ethoxy-3-fluorobenzoate C(C)(C)(C)OC(=O)NC(C)C1=C(N=C(O1)C1=CC(=C(C=C1)OC(F)F)OCC1CC1)CC1(C(=O)[O-])C(C(=CC=C1)F)OCC